ClCC(COC1=CC=C(C=C1)C(C)(C)C1=CC=C(C=C1)OCC(CN1N=NC(=C1CO)I)O)O 1-chloro-3-(4-(2-(4-(2-hydroxy-3-(5-(hydroxymethyl)-4-iodo-1H-1,2,3-triazol-1-yl)propoxy)phenyl)propan-2-yl)phenoxy)propan-2-ol